FC(C1=NN=C(O1)C=1C=CC(=NC1)CN1C(N(C2=C1C=C(C(=C2)C=2C=C1C=CN(C1=CC2)C)F)C2CCN(CC2)C)=O)F 1-((5-(5-(difluoromethyl)-1,3,4-oxadiazol-2-yl)pyridin-2-yl)methyl)-6-fluoro-5-(1-methyl-1H-indol-5-yl)-3-(1-methylpiperidin-4-yl)-1,3-dihydro-2H-benzo[d]imidazol-2-one